methyl 3-cyano-5-fluoro-4,6-dimethylpicolinate C(#N)C=1C(=NC(=C(C1C)F)C)C(=O)OC